(1S,3aR,6aS)-2-(9-acetamido-9H-fluorene-9-carbonyl)-N-((S)-4-hydroxy-3-oxo-1-((R)-2-oxopyrrolidin-3-yl)butan-2-yl)octahydrocyclopenta[c]pyrrole-1-carboxamide C(C)(=O)NC1(C2=CC=CC=C2C=2C=CC=CC12)C(=O)N1[C@@H]([C@@H]2[C@H](C1)CCC2)C(=O)N[C@@H](C[C@@H]2C(NCC2)=O)C(CO)=O